oxononanoic acid CCCCCCCC(=O)C(=O)O